(3S)-3-Aminobutyronitrile hydrochloride Cl.N[C@H](CC#N)C